Bis-Ethylhexyloxylphenol C(C)C1=C(C(=C(C=C1)O)OCCCCCC)CC